4H-pyrene C1=CC=C2CCC3=CC=CC4=CC=C1C2=C34